diphenyl-tin (IV) oxide C1(=CC=CC=C1)[Sn](C1=CC=CC=C1)=O